C(=O)(OC(C)(C)C)N(O)C(=O)OC(C)(C)C N,N-di-Boc-hydroxylamine